COC(CCCCCNC1=C(C=C(C=C1[N+](=O)[O-])C(F)(F)F)[N+](=O)[O-])=O N-(2,6-dinitro-4-trifluoromethylphenyl)-6-aminohexanoic acid methyl ester